C1(=CC=CC=C1)C1CCN(CC1)C1=NC=CN2C1=NS(CC2)(=O)=O 9-(4-phenylpiperidin-1-yl)-3,4-dihydropyrazino[2,1-c][1,2,4]thiadiazine 2,2-dioxide